ethyl (R)-8-(3-aminopiperidin-1-yl)octanoate hydrochloride Cl.N[C@H]1CN(CCC1)CCCCCCCC(=O)OCC